(2-bromo-6-fluoropyridin-4-yl)-3-methylcyclobutane-1-carboxylic acid BrC1=NC(=CC(=C1)C1(CC(C1)C)C(=O)O)F